(1s,4s)-4-(2-(cyclopentylamino)-8-(2,6-dichloro-4-fluorophenylamino)-9H-purin-9-yl)-1-methylcyclohexanecarboxamide C1(CCCC1)NC1=NC=C2N=C(N(C2=N1)C1CCC(CC1)(C(=O)N)C)NC1=C(C=C(C=C1Cl)F)Cl